ClC=1C(=CC(=C(C1)C1=CC(=NC=C1C(=O)O)C)OC)[S@](=O)C |r| Rac-4-(5-chloro-2-methoxy-4-(methylsulfinyl)phenyl)-6-methylnicotinic acid